CC(C)(C)[C@@H]1N[C@@H](C(=O)N1C)CC2=CC=CC=C2 (2R,5R)-(+)-2-tert-butyl-3-methyl-5-benzyl-4-imidazolidinone